phenyl (3-(2-oxa-6-azaspiro[3.3]heptan-6-ylmethyl)-5-chloro-4-methylphenyl)carbamate C1OCC12CN(C2)CC=2C=C(C=C(C2C)Cl)NC(OC2=CC=CC=C2)=O